C(#N)CC(=O)N1C[C@@H]([C@@H](CC1)C)N(C=1C2=C(N=CN1)N(C=C2)C(=S)N[C@@H](CCCCN)C(=O)OC)C methyl (4-(((3R,4R)-1-(2-cyanoacetyl)-4-methyl piperidin-3-yl)(methyl)amino)-7H-pyrrolo[2,3-d]pyrimidine-7-carbonothioyl)-L-lysinate